O[C@H](CNC(=O)C1=CC(=NN1CCCCC)C(C)(C)C)C (S)-N-(2-hydroxypropyl)-3-tert-butyl-1-N-pentyl-1H-pyrazole-5-carboxamide